CC=1C=C(C(=O)N2CC3=CC(=CC=C3CC2)C(C(=O)O)CC=2C=C3N=CC=NC3=CC2C)C=CC1C [2-(3,4-dimethylbenzoyl)-3,4-dihydro-1H-isoquinolin-7-yl]-3-(7-methylquinoxalin-6-yl)propanoic Acid